[N+](=O)([O-])C1=CC=C(C(=O)OC2CC3COCC(C2)N3CC3=CC=CC=C3)C=C1 9-benzyl-3-oxa-9-azabicyclo[3.3.1]nonan-7-yl 4-nitrobenzoate